8-[1-(2,2-difluoroethyl)-1H-pyrazolo[3,4-b]pyrazin-6-yl]-2-[(5-fluoropyridin-2-yl)methyl]-2,8-diazaspiro[4.5]decan-3-one FC(CN1N=CC=2C1=NC(=CN2)N2CCC1(CC(N(C1)CC1=NC=C(C=C1)F)=O)CC2)F